C1(CCCCC1)NCCCNCC(CN1C2=CC=C(C=C2C=2C=C(C=CC12)F)F)O 1-((3-(cyclohexylamino)propyl)amino)-3-(3,6-difluoro-9H-carbazol-9-yl)propan-2-ol